alpha-(Boc-amino)-4-pentynoic acid C(=O)(OC(C)(C)C)NC(C(=O)O)CC#C